NC=1C=C(C(=NC1)N1C(N(C2=NC(=NC=C2C1)SC)C(C)C)=O)F 3-(5-amino-3-fluoropyridin-2-yl)-1-isopropyl-7-(methylthio)-3,4-dihydropyrimido[4,5-d]pyrimidin-2(1H)-one